3-(5-(2-((1-(6-nitropyridin-3-yl)piperidin-4-yl)methyl)-2,7-diazaspiro[3.5]nonan-7-yl)-1-oxoisoindolin-2-yl)piperidine-2,6-dione [N+](=O)([O-])C1=CC=C(C=N1)N1CCC(CC1)CN1CC2(C1)CCN(CC2)C=2C=C1CN(C(C1=CC2)=O)C2C(NC(CC2)=O)=O